C1OC=2C=C(CCC=3N(C4=CC=CC=C4C3C(=O)N)CC3=CC=C(C=C3)C(NO)=O)C=CC2O1 (3,4-methylenedioxyphenethyl)-1-(4-(hydroxycarbamoyl)benzyl)-1H-indole-3-carboxamide